ClC1=C(C=C(C=C1)N1CC2(C3=NC(=CC=C31)C(=O)N3C(C(NCC3)=O)(C)C)CC2)F 4-(1'-(4-chloro-3-fluorophenyl)-1',2'-dihydrospiro[cyclopropane-1,3'-pyrrolo[3,2-b]pyridine]-5'-carbonyl)-3,3-dimethylpiperazin-2-one